CC1=CC=C2C(CC3C(C(OC3=O)=O)C2=C1)C1C(OC(C1)=O)=O 1,3,3a,4,5,9b-hexahydro-8-methyl-5-(tetrahydro-2,5-dioxo-3-furanyl)-naphtho[1,2-c]-furan-1,3-dione